C(C)(C)C=1C(=CC(N2[C@@H](CSC12)C(=O)O)=O)CCC=1C=C(C=CC1)C (3R)-7-isopropyl-4-oxo-6-[2-(m-tolyl)ethyl]-1-thia-3a-aza-3-indanecarboxylic acid